BrC1=CC=C(C=C1)C1=NN(C=C1C1NN=C(C1)C1=CC=C(C=C1)OC)C1=CC=CC=C1 3'-(4-bromophenyl)-5-(4-methoxyphenyl)-1'-phenyl-3,4-dihydro-1'H,2H-3,4'-bipyrazole